N[C@@H]1C2=CC=CC=C2CC12CCN(CC2)C2=NC=C(C(N2C)=O)C#CCC2=CC(=C(C=C2)F)OC (S)-2-(1-amino-1,3-dihydrospiro[indene-2,4'-piperidine]-1'-yl)-5-(3-(4-fluoro-3-methoxyphenyl)prop-1-yn-1-yl)-3-methylpyrimidin-4(3H)-one